C1(CC1)S(=O)(=O)NC1=CN=CC(=N1)C(C(=O)O)CC 2-(6-(Cyclopropanesulfonamido)pyrazin-2-yl)butanoic acid